Tert-butyl (3R,4S)-4-((8-cyclobutoxy-7-(1-(1-ethoxyethyl)-1H-pyrazol-4-yl)-[1,2,4]triazolo[1,5-a]pyridin-2-yl) amino)-3-methylpiperidine-1-carboxylate C1(CCC1)OC=1C=2N(C=CC1C=1C=NN(C1)C(C)OCC)N=C(N2)N[C@@H]2[C@@H](CN(CC2)C(=O)OC(C)(C)C)C